3-(cyclohexylmethyl)-6-(4-methylbenzyl)pyrido[2,3-d][1,2,4]triazolo[4,3-b]pyridazine C1(CCCCC1)CC1=NN=C2N1N=C(C1=C2N=CC=C1)CC1=CC=C(C=C1)C